O1CCN(CC1)C1=CC(=CC(=N1)C=1C=NC(=NC1)N)OC1=C(C=CC=C1)OC(F)(F)F 5-(6-morpholino-4-(2-(trifluoromethoxy)phenoxy)pyridin-2-yl)pyrimidin-2-amine